FC1=C(C=C(C=C1)F)C=1CCC(N1)([2H])[2H] 5-(2,5-difluorophenyl)-3,4-dihydro-2H-pyrrole-2,2-d2